FC(C=1C(=CNC(C1)=O)C(=O)NC1=C(C=C(C(=C1)C=1C=NC(=CC1)N1C[C@H](OCC1)C)F)N1C[C@@H](N(CC1)C)C)F |r| 4-(difluoromethyl)-N-[4-fluoro-2-[rac-(3S)-3,4-dimethylpiperazin-1-yl]-5-[6-[rac-(2R)-2-methylmorpholin-4-yl]pyridin-3-yl]phenyl]-6-oxo-1H-pyridine-3-carboxamide